FC1=C(C(=CC=C1)F)C1=NC=2C(=NNC2C=2C=C(N=CC2N1)N1[C@@H]2CO[C@H](C1)C2)C (1S,4S)-5-[8-(2,6-difluorophenyl)-5-methyl-3,4,7,9,12-pentazatricyclo[8.4.0.02,6]tetradeca-1(10),2(6),4,7,11,13-hexaen-13-yl]-2-oxa-5-azabicyclo[2.2.1]heptane